C(C)(C)(C)OC(=O)N\C(=N/C(=O)OC(C)(C)C)\NC1=C(C=C(C(=O)OC=2C=3N(C(=CC2)CC(=O)OC(C)(C)C)N=CN3)C=C1)C#N 5-[2-(tert-butoxy)-2-oxoethyl]-[1,2,4]triazolo[1,5-a]pyridin-8-yl 4-{[(1Z)-{[(tert-butoxy)carbonyl]amino}({[(tert-butoxy)carbonyl]imino})methyl]amino}-3-cyanobenzoat